ClC1=C(OC2=CC=NC=C2)C=CC(=C1)I 4-(2-chloro-4-iodophenoxy)pyridine